2-ethylhexyl 3-((5-methyl-7-(2,2,6,6-tetrafluoromorpholino)-5H-pyrrolo[3,2-d]pyrimidin-2-yl)thio)propionate CN1C=C(C=2N=C(N=CC21)SCCC(=O)OCC(CCCC)CC)N2CC(OC(C2)(F)F)(F)F